(2z)-2-(phenylmethylene)heptanal tert-butyl-4-(3-(3-chloro-4-(2,2-difluoroethylcarbamoyl)phenylamino)azetidin-1-yl)piperidine-1-carboxylate C(C)(C)(C)OC(=O)N1CCC(CC1)N1CC(C1)NC1=CC(=C(C=C1)C(NCC(F)F)=O)Cl.C1(=CC=CC=C1)\C=C(/C=O)\CCCCC